C1(CC1)C1=NN(C=C1)CC1=CC=C(C=C1)CO (4-((3-cyclopropyl-1H-pyrazol-1-yl)methyl)phenyl)methanol